1-(tert-Butyl)-3-(4-(ethylsulfonyl)phenyl)-5-methyl-pyrazol-4-ol C(C)(C)(C)N1N=C(C(=C1C)O)C1=CC=C(C=C1)S(=O)(=O)CC